7-methoxybenzofuran-3-carboxylic acid COC1=CC=CC=2C(=COC21)C(=O)O